2-((2-(2,6-dioxopiperidin-3-yl)-6-methoxy-1,3-dioxoisoindolin-4-yl)oxy)acetic acid O=C1NC(CCC1N1C(C2=CC(=CC(=C2C1=O)OCC(=O)O)OC)=O)=O